O[C@]12[C@@H]3CC[C@@H]4C[C@H](CC[C@@]4([C@H]3CC[C@@]2([C@H](CC1)C=1C=CC(OC1)=O)C)C)NC(=O)N1CC(NCC1)=O N-((3S,5R,8R,9S,10S,13R,14S,17R)-14-hydroxy-10,13-dimethyl-17-(2-oxo-2H-pyran-5-yl)hexadecahydro-1H-cyclopenta[a]phenanthren-3-yl)-3-oxopiperazine-1-carboxamide